N-(tert-butyldimethylsilyl)piperidine [Si](C)(C)(C(C)(C)C)N1CCCCC1